ClC1=CC(=C(COC2=CC=CC(=N2)C2CCN(CC2)CC=2N(C(=CN2)/C=C/C(=O)OC)CC2=CN=CN2CC)C=C1)F methyl (E)-3-(2-((4-(6-((4-chloro-2-fluorobenzyl)oxy)pyridin-2-yl)piperidin-1-yl)methyl)-1-((1-ethyl-1H-imidazol-5-yl)methyl)-1H-imidazol-5-yl)acrylate